FC1=CC=C(C=C1)N1C(=NC(=C(C1=O)C(=O)N)C)C 1-(4-fluorophenyl)-2,4-dimethyl-6-oxopyrimidine-5-carboxamide